(7S)-7-amino-7-{5-[2-fluoro-4-(1H-pyrazol-1-yl)phenyl]-1H-imidazol-2-yl}-1-(1,3-oxazol-2-yl)heptan-1-one N[C@@H](CCCCCC(=O)C=1OC=CN1)C=1NC(=CN1)C1=C(C=C(C=C1)N1N=CC=C1)F